4-(4-hydroxybenzylidene)-5-imidazolone OC1=CC=C(C=C2N=CNC2=O)C=C1